12-(1-Fluoropropan-2-yl)-12-azatricyclo[6.3.1.02,7]dodeca-2,4,6-trien hydrochloride Cl.FCC(C)N1C2C3=CC=CC=C3C1CCC2